2,4-bismaleimidyltoluene C1(C=CC(N1C1=C(C)C=CC(=C1)N1C(C=CC1=O)=O)=O)=O